NC1CCN(CC1)C1=CC=C(C=C1)C1=CC(=CC(=C1)[N+](=O)[O-])C(=O)NC(C=1NC2=CC=CC=C2C1)C1=C(C=CC(=C1)F)O 4'-(4-aminopiperidin-1-yl)-N-((5-fluoro-2-hydroxyphenyl)(1H-indol-2-yl)methyl)-5-nitro-[1,1'-biphenyl]-3-carboxamide